tert-butyl 1-acetylisoindoline-2-carboxylate C(C)(=O)C1N(CC2=CC=CC=C12)C(=O)OC(C)(C)C